OC1=CC2=C(OCC2)C=C1 2,3-Dihydro-5-hydroxybenzo[b]furan